Methyl 5-((3-chlorophenyl)(methyl)amino)-2-methylimidazo[1,2-c]quinazoline-8-carboxylate ClC=1C=C(C=CC1)N(C1=NC=2C=C(C=CC2C=2N1C=C(N2)C)C(=O)OC)C